NC1(CCC(CC1)(F)F)C(=O)N[C@@H](C)C1=CC=C(C(=O)OC)C=C1 Methyl 4-[(1S)-1-[(1-amino-4,4-difluoro-cyclohexanecarbonyl)amino]ethyl]benzoate